methyl 6-acetamido-1-(6-(1,1-difluoroethyl) pyridin-2-yl)-1H-pyrazolo[4,3-c]pyridine-3-carboxylate C(C)(=O)NC1=CC2=C(C=N1)C(=NN2C2=NC(=CC=C2)C(C)(F)F)C(=O)OC